ClC1=NC=C2C(=N1)N(N=C2)C[C@H]2N(C[C@H](C2)F)C(C)=O 1-[(2S,4S)-2-[(6-chloropyrazolo[3,4-d]pyrimidin-1-yl)methyl]-4-fluoro-pyrrolidin-1-yl]ethanone